BrC=1C=2N(C=C(C1)S(=O)(=O)N(CC1=CC=C(C=C1)OC)C1(CC1)C#N)C(=CN2)C(=O)NNC(C(F)F)=O 8-bromo-N-(1-cyanocyclopropyl)-3-(2-(2,2-difluoroacetyl)hydrazin-1-carbonyl)-N-(4-methoxybenzyl)imidazo[1,2-a]pyridin-6-sulfonamide